C1(CCC1)N1C2CC(CC1CC2)N2CCC(CC2)C=2C=C(C1=C(NC(=N1)C=1C=C(C=3N(C1)N=CN3)OC)C2)C 6-(6-(1-(8-cyclobutyl-8-azabicyclo[3.2.1]octan-3-yl)piperidin-4-yl)-4-methyl-1H-benzo[d]imidazol-2-yl)-8-methoxy-[1,2,4]triazolo[1,5-a]pyridine